CN1CC(C1)(C)[C@@](C=1C=C(C=NC1)C#CC(C)(O)C1=NC(=CC=C1)C)(C1=CC=C(C=C1)C1(CC1)C(F)(F)F)O 4-(5-{(R)-(1,3-dimethyl-azetidin-3-yl)-hydroxy-[4-(1-trifluoromethyl-cyclopropyl)-phenyl]-methyl}-pyridin-3-yl)-2-(6-methyl-pyridin-2-yl)-but-3-yn-2-ol